p-tolyl-(2,4,6-trimethoxyphenyl)iodonium 2,2,2-trifluoroacetate FC(C(=O)[O-])(F)F.C1(=CC=C(C=C1)[I+]C1=C(C=C(C=C1OC)OC)OC)C